4-[(6-bromo-2,3-dimethoxy-phenyl)methylamino]-6-(2-furyl)-2-isopropyl-pyrimidine-5-carboxylic acid ethyl ester C(C)OC(=O)C=1C(=NC(=NC1C=1OC=CC1)C(C)C)NCC1=C(C(=CC=C1Br)OC)OC